1-(2-hydroxyethyl)-imidazolidin-2-one OCCN1C(NCC1)=O